(3-(hydroxyimino)butan-2-yl)(cyclohexyl)phosphinic acid ON=C(C(C)P(O)(=O)C1CCCCC1)C